C(#N)/C=C/C(=O)N(C(C)C)OC(C)C (E)-3-cyano-N-isopropoxy-N-isopropyl-prop-2-enamide